2-[(oxan-4-yl)amino]ethan-1-one O1CCC(CC1)NCC=O